C(#N)C(C(=O)N1C[C@@H](CCCC1)OC(=O)N[C@@H](CC1=CC=CC=C1)B(O)O)=CC(C)(N1C[C@H](OCC1)C)C ((R)-1-(((((R)-1-(2-cyano-4-methyl-4-((R)-2-methylmorpholino)pent-2-enoyl)azepan-3-yl)oxy)carbonyl)amino)-2-phenylethyl)boronic acid